COC=1C=C(C=CC1OCC#C)CCC(C(=O)N)OCC#C [2-(3-methoxy-4-prop-2-ynoxyphenyl)ethyl]-2-prop-2-ynoxyacetamide